4-chloro-2-isopropyl-7,9-difluoro-5H-pyrimido[5,4-b]indole ClC1=NC(=NC2=C1NC=1C=C(C=C(C21)F)F)C(C)C